(R)-(5-methyl-7-(1-methyl-1H-pyrazol-3-yl)-2-((3-methyl-4-(1-methylpiperidin-4-yl)phenyl)amino)-6,7-dihydro-5H-pyrrolo[2,3-d]pyrimidin-5-yl)methanol C[C@@]1(CN(C=2N=C(N=CC21)NC2=CC(=C(C=C2)C2CCN(CC2)C)C)C2=NN(C=C2)C)CO